CS(=O)CC1=CC=C(O1)C(=O)O 5-(methylsulfinylmethyl)furan-2-carboxylic acid